6-(trifluoromethyl)quinoline-8-carboxylic acid methyl ester COC(=O)C=1C=C(C=C2C=CC=NC12)C(F)(F)F